ClC(C(=O)OC1=C(C(=CC=C1)CCC1=CC(=C(C=C1)OC)OC)OC)Cl (3,4-Dimethoxyphenylethyl)-2-methoxyphenyl 2,2-dichloroacetate